(S)-4-(1-(5-(4-fluorophenyl)-1-(naphthalen-2-ylmethyl)-1H-indazole-7-carboxamido)ethyl)benzoic acid FC1=CC=C(C=C1)C=1C=C2C=NN(C2=C(C1)C(=O)N[C@@H](C)C1=CC=C(C(=O)O)C=C1)CC1=CC2=CC=CC=C2C=C1